2,3-diiodo-p-phenylenediamine IC1=C(C=CC(=C1I)N)N